BrC=1C=C2C(=CC(N(C2=NC1)CC(OCC)OCC)=O)O 6-bromo-1-(2,2-diethoxyethyl)-4-hydroxy-2-oxo-1,2-dihydro-1,8-naphthyridine